COC=1C=C2CCN(CC2=CC1NC1=NC=C2C(=N1)N(N=C2)C2CC(C2)(C(=O)NC)C)C trans-3-[6-[(6-methoxy-2-methyl-3,4-dihydro-1H-isoquinolin-7-yl)amino]pyrazolo[3,4-d]pyrimidin-1-yl]-N,1-dimethyl-cyclobutanecarboxamide